4-((2-tert-butoxycarbonylaminomethyl-3-fluoroallyl)oxy)-N-(pyridin-2-ylmethyl)benzamide C(C)(C)(C)OC(=O)NCC(COC1=CC=C(C(=O)NCC2=NC=CC=C2)C=C1)=CF